CN[C@H](C(=O)NCCNC1=NC(=NC(=C1)NC=1SC(=CN1)C1=CC=CC=C1)C)C (2S)-2-(methyl-amino)-N-[2-[[2-methyl-6-[(5-phenylthiazol-2-yl)amino]pyrimidin-4-yl]amino]ethyl]propanamide